(R)-tert-butyl (5-chloro-3-((1-((2-fluoro-4-methoxy-5-nitrobenzyl)oxy)propan-2-yl)carbamoyl)pyrazolo[1,5-a]pyrimidin-7-yl)(methyl)carbamate ClC1=NC=2N(C(=C1)N(C(OC(C)(C)C)=O)C)N=CC2C(N[C@@H](COCC2=C(C=C(C(=C2)[N+](=O)[O-])OC)F)C)=O